(4aR,8aS)-6-(3-((4-methyl-2-(trifluoromethoxy)benzyl)oxy)azetidine-1-carbonyl)hexahydro-2H-pyrido[4,3-b][1,4]oxazin-3(4H)-one CC1=CC(=C(COC2CN(C2)C(=O)N2C[C@@H]3[C@@H](OCC(N3)=O)CC2)C=C1)OC(F)(F)F